N(C1=CC=C(C(=O)O)C=C1)C1=CC=C(C(=O)O)C=C1 4,4'-iminodibenzoic acid